ClC1=C(C=C2C=NN(C2=C1)COCC[Si](C)(C)C)C1(CN(CC1)CC1=CC=CC=C1)CC1=CC=CC=C1 6-chloro-5-(1,3-dibenzylpyrrolidin-3-yl)-1-((2-(trimethylsilyl)ethoxy)methyl)-1H-indazole